C(#N)C=1C=CC(=C(C1)C1=CC(=NC=C1C(=O)NC=1SC2=C(N1)CN(C2)C(=O)C2CC(C2)OC)C)OC 4-(5-cyano-2-methoxyphenyl)-N-(5-((1r,3r)-3-methoxycyclobutane-1-carbonyl)-5,6-dihydro-4H-pyrrolo[3,4-d]thiazol-2-yl)-6-methylnicotinamide